C1(=C(C=CC=C1)C1=C2C(=CC(=C1)O2)C2=C(C=CC=C2)C)C 2,6-ditolyl-1,4-phenylene ether